N-phenylthiocarbamic acid (hexylphenyl) ester C(CCCCC)C1=C(C=CC=C1)OC(NC1=CC=CC=C1)=S